4-formylpiperidine-1-carboxylic acid tertButyl ester C(C)(C)(C)OC(=O)N1CCC(CC1)C=O